2-p-azidobenzyl-bromodifluoropropene N(=[N+]=[N-])C1=CC=C(CC(=C(F)F)CBr)C=C1